ClC1=CC2=C(CCN(CC2)C(CN2C(C3=CC(=CC=C3C2)C2=NC(=NC=C2Cl)NC2CCOCC2)=O)=O)C=C1 2-[2-(7-chloro-2,3,4,5-tetrahydro-1H-3-benzazepin-3-yl)-2-oxoethyl]-6-{5-chloro-2-[(oxacyclohex-4-yl)amino]pyrimidin-4-yl}-2,3-dihydro-1H-isoindol-1-one